N-(2-(4-(dimethylamino)piperidine-1-yl)-4-methoxy-5-((6-((R)-3-(3-(trifluoromethyl)phenyl)isoxazolidine-2-yl)pyrimidine-4-yl)amino)phenyl)acrylamide CN(C1CCN(CC1)C1=C(C=C(C(=C1)OC)NC1=NC=NC(=C1)N1OCC[C@@H]1C1=CC(=CC=C1)C(F)(F)F)NC(C=C)=O)C